NC1=C2N=CN(C2=NC(=N1)F)[C@H]1C[C@@H]([C@](O1)(COC(=O)OC1=CC=C(C=C1)[N+](=O)[O-])C#C)OC(O)=O carbonic acid [(2R,3S,5R)-5-(6-amino-2-fluoro-purin-9-yl)-2-ethynyl-2-[(4-nitrophenoxy) carbonyloxymethyl]Tetrahydrofuran-3-yl]Ester